5-methyl-4-{5-[(1-methylazetidin-3-yl)oxy]pyrimidin-2-yl}thiophene-2-carboxylic acid CC1=C(C=C(S1)C(=O)O)C1=NC=C(C=N1)OC1CN(C1)C